7,8,10-trimethyl-2h,3h,4h,10h-benzo[g]pteridine-2,4-dione CC=1C(=CC2=C(N=C3C(NC(N=C3N2C)=O)=O)C1)C